C(C)(C)(C)OC(=O)N1[C@@H]([C@H]2C[C@H]2C1)C(=O)O (1S,2S,5R)-3-tert-butoxycarbonyl-3-azabicyclo[3.1.0]hexane-2-carboxylic acid